CC=1N=CN(C1C)C[C@@H]1CC[C@H](CC1)C(=O)N1OCC[C@H]1C=1C=C(C#N)C=C(C1)F trans-3-((S)-2-(4-((4,5-dimethyl-1H-imidazol-1-yl)methyl)cyclohexane-1-carbonyl)isoxazolidin-3-yl)-5-fluorobenzonitrile